N1C=CC=2C1=NC=C(C2)OC=2C=NC=C(C2)N2CCC1(CC(C1)N1[C@@H](CCC1)C1=C(C=CC=C1)C(C)C)CC2 3-((1H-pyrrolo[2,3-b]pyridin-5-yl)oxy)-5-(2-((S)-2-(2-isopropylphenyl)pyrrolidin-1-yl)-7-azaspiro[3.5]non-7-yl)pyridine